titanium trin-butoxide chloride [Cl-].[O-]CCCC.[O-]CCCC.[O-]CCCC.[Ti+4]